CCCCS(=O)(=O)[O-] 4-Butanesulfonate